FC(C1=CC=C(\C=C/2\C(NC(C2)=O)=O)C=C1)(F)F (E)-3-(4-trifluoromethylbenzylidene)pyrrolidine-2,5-dione